NC(CCNC(=O)C=1NC=C(C1)NC(=O)C=1NC=C(C1)NC(C1=CC=C(C=C1)\C=C\C1=CC=2C(=NON2)C=C1)=O)=N (E)-N-(3-amino-3-iminopropyl)-4-(4-(4-(2-(benzo[c][1,2,5]oxadiazol-5-yl)vinyl)benzamido)-1H-pyrrole-2-carboxamido)-1H-pyrrole-2-carboxamide